ClC1=C(C=CC(=C1)F)C1(CC1)C1=NOC(=N1)C1=NN(C(=C1)C(F)F)CC(=O)NCCOC 2-(3-(3-(1-(2-chloro-4-fluorophenyl)cyclopropyl)-1,2,4-oxadiazol-5-yl)-5-(difluoromethyl)-1H-pyrazol-1-yl)-N-(2-methoxyethyl)acetamide